4-(4-(3,6-diazabicyclo-[3.2.1]octan-3-yl)-6-chloro-8-fluoro-2-(((S)-1-methyl-pyrrolidin-2-yl)methoxy)-quinazolin-7-yl)benzo[d]-thiazol-2-amine C12CN(CC(NC1)C2)C2=NC(=NC1=C(C(=C(C=C21)Cl)C2=CC=CC1=C2N=C(S1)N)F)OC[C@H]1N(CCC1)C